6-(benzyloxy)pyridine-2,3-diamine C(C1=CC=CC=C1)OC1=CC=C(C(=N1)N)N